FC=1C=C(C=CC1[Si](C)(C)C)NC(C(C1=CC=C(C=C1)COC)NC(=O)C1CNC(C1)=O)=O N-(2-((3-fluoro-4-(trimethylsilyl)phenyl)amino)-1-(4-(methoxymethyl)phenyl)-2-oxoethyl)-5-oxopyrrolidine-3-carboxamide